C(C1=CC=CC=C1)NN1CN=CC=C1C=1N=C2N(C=CN=C2)C1 3-N-benzylamino-2-(pyrimidin-4-yl)imidazo[1,2-a]pyrazine